Cl.COC(=O)C=1C(N(C2=CC(=CC=C2C1N)C(F)(F)F)C1=CC=C(C=C1)CNC)=O 4-Amino-1-(4-((methylamino)methyl)phenyl)-2-oxo-7-(trifluoromethyl)-1,2-dihydroquinoline-3-carboxylic acid methyl ester hydrochloride